C(CCCCCCCCCCC)(=O)OC1=CC=CC=C1.C(CCCCCCCCCCC)(=O)OC1=CC=CC=C1 diphenyl dilaurate